4-chloro-7-fluoro-N,N-dimethyl-6-[1-(3-pyrazol-1-ylpropanoyl)-3,6-dihydro-2H-pyridin-5-yl]benzothiophene-2-carboxamide ClC1=CC(=C(C2=C1C=C(S2)C(=O)N(C)C)F)C2=CCCN(C2)C(CCN2N=CC=C2)=O